(E)-4-(dimethylamino)-1-(3-(3-methylcyclopentane-1-carbonyl)-3,6-diazabicyclo[3.1.1]heptan-6-yl)but-2-en-1-one CN(C/C=C/C(=O)N1C2CN(CC1C2)C(=O)C2CC(CC2)C)C